methyl (Z)-3-hexenyl carbonate CCC/C=C\CCOC(=O)OC